ClC=1C=C2C=C(NC2=CC1)C(=O)N[C@H](C(=O)O)CC1=CC=NC=C1 (S)-2-(5-chloro-1H-indole-2-carboxamido)-3-(pyridin-4-yl)propanoic acid